(E)-N-(3-(6-Amino-5-((1-(but-2-enoyl)azetidin-3-yl)oxy)pyrimidin-4-yl)-5-fluoro-2-methylphenyl)4-cyclopropyl-2-fluorobenzamide NC1=C(C(=NC=N1)C=1C(=C(C=C(C1)F)NC(C1=C(C=C(C=C1)C1CC1)F)=O)C)OC1CN(C1)C(\C=C\C)=O